N[C@@H]1C(=CC2=CC=CC=C12)O (1S,2R)-(-)-cis-1-aminoinden-2-ol